ClC1=CC(=NC=C1F)NC(N(CC1=NNC(=C1)C(F)(F)F)C=1C=NC(=NC1)OC)=O 3-(4-chloro-5-fluoropyridin-2-yl)-1-(2-methoxypyrimidin-5-yl)-1-((5-(trifluoromethyl)-1H-pyrazol-3-yl)methyl)urea